O.OC=1C=C(C(=O)O)C=CC1 m-hydroxybenzoate hydrate